S1CC(=O)OC(C1)=O 2,2'-thiodiacetic anhydride